methyl 2-{3-[(1,3-benzothiazol-2-yl)amino]-4-methyl-5H,6H,7H,8H-pyrido[2,3-c]pyridazin-8-yl}-5-(3-{4-[4-(dimethylamino)butyl]-2-fluorophenoxy}propyl)-1,3-thiazole-4-carboxylate S1C(=NC2=C1C=CC=C2)NC2=C(C1=C(N=N2)N(CCC1)C=1SC(=C(N1)C(=O)OC)CCCOC1=C(C=C(C=C1)CCCCN(C)C)F)C